tert-butyl 6-[6-[1-(1-benzyloxycarbonyl azetidin-3-yl)-6-oxo-3-pyridinyl]-7-(4-fluoro-2-methoxy-phenyl) thieno[3,2-c]pyridin-4-yl]-3,4-dihydro-1H-isoquinoline-2-carboxylate C(C1=CC=CC=C1)OC(=O)N1CC(C1)N1C=C(C=CC1=O)C1=C(C2=C(C(=N1)C=1C=C3CCN(CC3=CC1)C(=O)OC(C)(C)C)C=CS2)C2=C(C=C(C=C2)F)OC